Ethyl (Z)-3-((3,3-dibutyl-5-(4-(dimethylcarbamoyl)phenyl)-7-(methylthio)-1,1-dioxido-2,3,4,5-tetrahydro-1,5-benzothiazepin-8-yl)oxy)-2-fluoroacrylate C(CCC)C1(CS(C2=C(N(C1)C1=CC=C(C=C1)C(N(C)C)=O)C=C(C(=C2)O\C=C(\C(=O)OCC)/F)SC)(=O)=O)CCCC